ClC=1C=C(C=CC1)C1=C(C(=CC=C1)C[C@@H]1N(CC([C@@H]1NS(=O)(=O)C)(F)F)C(=O)C1CC1)F N-[(2S,3R)-2-[(3'-chloro-2-fluoro[1,1'-biphenyl]-3-yl)methyl]-1-(cyclopropane-carbonyl)-4,4-difluoropyrrolidin-3-yl]-methanesulfonamide